COC1=CC=C(C=C1)CNC(CCC(=O)N1C(C2=CC(=CC=C2CC1)C)C1=CC=CC=C1)=O N-[(4-Methoxyphenyl)methyl]-4-(7-methyl-1-phenyl-3,4-dihydro-1H-isoquinolin-2-yl)-4-oxobutyric acid amide